COC(C(=O)O)(O)C1=CC=CC=C1 methoxymandelic acid